(R)-N-(1-cyanocyclopropyl)-8-(4-(cyclopropanecarbonyl)-3-methylpiperazin-1-yl)-3-(5-(difluoromethyl)-1,3,4-thiadiazol-2-yl)imidazo[1,5-a]pyridine-6-sulfonamide C(#N)C1(CC1)NS(=O)(=O)C=1C=C(C=2N(C1)C(=NC2)C=2SC(=NN2)C(F)F)N2C[C@H](N(CC2)C(=O)C2CC2)C